(S)-2-amino-3-(1-methyl-1H-imidazol-5-yl)propanoic acid N[C@H](C(=O)O)CC1=CN=CN1C